[Au].[Au](C#N)(C#N)C#N gold cyanide gold